(S)-2-(6-cyanobenzo[d]oxazol-2-yl)-5-hydroxy-6-methoxy-1,2,3,4-tetrahydroisoquinoline-3-carboxylic acid methyl ester COC(=O)[C@H]1N(CC2=CC=C(C(=C2C1)O)OC)C=1OC2=C(N1)C=CC(=C2)C#N